[4-[6-chloro-3-[1-[3,6-dimethyl-4-oxo-2-(1-piperidyl) chromen-8-yl] ethylamino]-2-pyridyl]-2-fluoro-6-formyl-phenyl] trifluoromethanesulfonate FC(S(=O)(=O)OC1=C(C=C(C=C1C=O)C1=NC(=CC=C1NC(C)C=1C=C(C=C2C(C(=C(OC12)N1CCCCC1)C)=O)C)Cl)F)(F)F